[(2-{6-cyclopropyl-4-[4-fluoro-2-(4-methyl-1,2,4-triazol-3-yl)phenyl]pyridin-2-yl}-6-fluoro-7-methyl-1,3-benzoxazol-5-yl)methyl](2-methoxyethyl)amine C1(CC1)C1=CC(=CC(=N1)C=1OC2=C(N1)C=C(C(=C2C)F)CNCCOC)C2=C(C=C(C=C2)F)C2=NN=CN2C